CN(C(C=C)=O)CC=1C=C(C=2N(C1)C=CN2)C2=CC=C(C=C2)OC(F)(F)F N-methyl-N-[[8-[4-(trifluoromethoxy)phenyl]imidazo[1,2-a]pyridin-6-yl]methyl]prop-2-enamide